C(C#C)[N+](C)(C)C[B-](F)(F)F N-propargyl-N,N-dimethyl-ammonio-methyl-trifluoroborate